F[P-](F)(F)(F)(F)F.N1(N=NC2=C1C=CC=C2)O[P+](N2CCCC2)(N2CCCC2)N2CCCC2 1H-benzotriazol-1-yloxytris(pyrrolidin-1-yl)phosphonium hexafluorophosphate